C(C)N(C1=C(C=CC2=CC=CC=C12)CC)C(C)C N,2-diethyl-N-(1-methylethyl)-naphthalene-1-amine